TMS-morpholine [Si](C)(C)(C)N1CCOCC1